3-(butylamino)-5-((1S,4S)-4-hydroxycycloheptyl)-8-((4-methylpiperazin-1-yl)methyl)pyrimido[4,5-c]isoquinolin-6(5H)-one C(CCC)NC=1N=CC2=C(N(C(C=3C=C(C=CC23)CN2CCN(CC2)C)=O)[C@@H]2CC[C@H](CCC2)O)N1